4-[(3R)-3-[4-amino-3-(4-phenoxyphenyl)pyrazolo[3,4-d]pyrimidin-1-yl]-1-piperidinyl]cyclohexanone NC1=C2C(=NC=N1)N(N=C2C2=CC=C(C=C2)OC2=CC=CC=C2)[C@H]2CN(CCC2)C2CCC(CC2)=O